O=C(C=CC1=CC=C(OC2=CC=C(C(=O)OC3=CC=C(C=C3)N3C(=C(C(=C3O)C)C)O)C=C2)C=C1)C1=CC=CC=C1 [4-(2,5-Dihydroxy-3,4-dimethylpyrrol-1-yl)phenyl] 4-[4-(3-oxo-3-phenylprop-1-enyl)phenoxy]benzoate